FC=1C=NC=CC1C=1C=NC(=CC1)C[N+]1=NOC(=C1)[N-]C(NC1=CC(=CC=C1)C(F)(F)F)=O (3-((3'-fluoro-[3,4'-bipyridin]-6-yl)methyl)-1,2,3-oxadiazol-3-ium-5-yl)((3-(trifluoromethyl)phenyl)carbamoyl)amide